tert-Butyl 7-(5-bromopyrazolo[1,5-a]pyridine-3-carbonyl)-4,7-diazaspiro[2.5]octane-4-carboxylate BrC1=CC=2N(C=C1)N=CC2C(=O)N2CCN(C1(CC1)C2)C(=O)OC(C)(C)C